(6S)-N-((S)-3-oxo-1-((S)-2-oxopyrrolidin-3-yl)-4-(trifluoromethoxy)butan-2-yl)-5-(5,5,5-trifluoro-2-hydroxy-4-(trifluoromethyl)pentanoyl)-5-azaspiro[2.4]heptane-6-carboxamide O=C([C@H](C[C@H]1C(NCC1)=O)NC(=O)[C@H]1N(CC2(CC2)C1)C(C(CC(C(F)(F)F)C(F)(F)F)O)=O)COC(F)(F)F